1-(1-fluoro-butyl)indol FC(CCC)N1C=CC2=CC=CC=C12